N-(2-{4-[(aminosulfonyl)amino]hexahydropyridin-1-yl}-5-fluorophenyl)-8-(2-fluoro-6-methylphenyl)imidazo[3,2-a]pyrazine-6-carboxamide NS(=O)(=O)NC1CCN(CC1)C1=C(C=C(C=C1)F)NC(=O)C=1N=C(C=2N(C1)C=CN2)C2=C(C=CC=C2C)F